(2R,3R,4R,5S)-2-methyl-1-((1-(pyridin-3-yl)piperidin-4-yl)methyl)piperidine-3,4,5-triol C[C@H]1N(C[C@@H]([C@H]([C@@H]1O)O)O)CC1CCN(CC1)C=1C=NC=CC1